[Na]SS[Na] dithio-disodium